4-pentylnonyl 8-[2-hydroxyethyl-[8-oxo-8-(4-pentylnonoxy)octyl]amino]octanoate OCCN(CCCCCCCC(=O)OCCCC(CCCCC)CCCCC)CCCCCCCC(OCCCC(CCCCC)CCCCC)=O